CSC1=NC=NN1 5-methylthio-1,2,4-triazole